(2S)-2-[(2-{2-[3-(tert-butoxy)-3-oxopropoxy]ethoxy}ethyl)amino]propanoic acid C(C)(C)(C)OC(CCOCCOCCN[C@H](C(=O)O)C)=O